Cl.FC1=C2C3CCC(C2=C(C=C1)F)N3C(C)C 3,6-Difluoro-11-(propan-2-yl)-11-azatricyclo[6.2.1.02,7]undeca-2,4,6-triene hydrochloride